O1C(CCCC1)[C@](N(C(=O)OC(C)(C)C)C)(C(C)C)C(=O)O tetrahydro-2H-pyran-2-yl-methyl-(t-butoxycarbonyl)-L-valine